trimethyl-(2-hydroxylpropyl)phosphonium chloride [Cl-].C[P+](CC(C)O)(C)C